NC1=C2N=C(N(C2=NC(=N1)F)CCNS(=O)(=O)C(C)(C)C)CC1=CC2=C(CCO2)C=C1I N-(2-(6-amino-2-fluoro-8-((5-iodo-2,3-dihydrobenzofuran-6-yl)methyl)-9H-purin-9-yl)ethyl)-2-methylpropane-2-sulfonamide